CN(C=1SC(=CN1)C(=O)OC)CC1=NC=CC=C1 Methyl 2-[methyl(pyridin-2-ylmethyl)amino]-1,3-thiazole-5-carboxylate